C(CCCCC\C=C/CCCCCCCC)C1CN(CC(O1)CCCCCC\C=C/CCCCCCCC)CCO 2-{2,6-bis[(7Z)-hexadec-7-en-1-yl]morpholin-4-yl}ethan-1-ol